1-[2-methyl-4-[4-[(5-piperazin-1-yl-2-pyridyl)oxy]phenyl]phenyl]-N-[[3-(2,2,2-trifluoro-1,1-dimethyl-ethyl)-1H-1,2,4-triazol-5-yl]methyl]pyrazole-4-carboxamide CC1=C(C=CC(=C1)C1=CC=C(C=C1)OC1=NC=C(C=C1)N1CCNCC1)N1N=CC(=C1)C(=O)NCC1=NC(=NN1)C(C(F)(F)F)(C)C